NC=1CC(=CC2=C(N1)C=C(S2)CC2CCN(CC2)C(=O)OC(C)(C)C)C(=O)OCC ethyl 5-amino-2-[(1-tert-butoxycarbonyl-4-piperidyl) methyl]-6H-thieno[3,2-b]azepine-7-carboxylate